OC1=CC(=C2C(C[C@H](OC2=C1CC=C(C)C)C1=CC=C(C=C1)O)=O)OC (S)-7-Hydroxy-2-(4-hydroxyphenyl)-5-methoxy-8-(3-methylbut-2-en-1-yl)chroman-4-one